5-methyl-1-(6-methylpyridin-3-yl)-4-((2-(trifluoromethyl)pyridin-4-yl)ethynyl)-1H-imidazole-2-carboxamide CC1=C(N=C(N1C=1C=NC(=CC1)C)C(=O)N)C#CC1=CC(=NC=C1)C(F)(F)F